C(C1=CC=CC=C1)[C@H]1N=C(OC1)C(C)(C)C=1OC[C@H](N1)CC1=CC=CC=C1 (4R)-4-benzyl-2-[1-[(4R)-4-benzyl-4,5-dihydro-oxazol-2-yl]-1-methyl-ethyl]-4,5-dihydro-oxazole